[Si](C1=CC=CC=C1)(C1=CC=CC=C1)(C(C)(C)C)OCCCCCCCCC(CCCCCCCC(=O)O)=O 17-((tert-butyldiphenylsilyl)oxy)-9-oxoheptadecanoic acid